Cl.ICCCN1CCOCC1 4-(3-iodopropyl)morpholine hydrochloride